C(CCCCCC=C)OC(C(=O)N(CCOCCOCCOCCOCCOC(C1=CC=CC=C1)(C1=CC=CC=C1)C1=CC=CC=C1)CCCCCCCC)COCCCCCCC=C 2,3-bis(oct-7-enoxy)-N-octyl-N-[2-[2-[2-[2-(2-trityloxyethoxy)ethoxy]ethoxy]ethoxy]ethyl]propanamide